Methyl (S)-3-(((R)-1-(1H-indol-3-yl)propan-2-yl)amino)-2-methylpropanoate N1C=C(C2=CC=CC=C12)C[C@@H](C)NC[C@@H](C(=O)OC)C